2-chloro-4-(4-(difluoromethoxy)phenyl)-5-isobutylthiazole ClC=1SC(=C(N1)C1=CC=C(C=C1)OC(F)F)CC(C)C